C(C1=CC=CC=C1)OC(=O)N[C@@H](CCC(=O)NC[C@H]1O[C@H]([C@H]2[C@@H]1OC(O2)(C)C)CC(=O)O)C(=O)OC(C)(C)C 2-((3aS,4S,6R,6aR)-6-(((S)-4-(((benzyloxy)carbonyl)amino)-5-(tert-butoxy)-5-oxopentanamido)methyl)-2,2-dimethyltetrahydrofuro[3,4-d][1,3]dioxol-4-yl)acetic acid